2-amino-6,8-dichloro-N-[(6-methyl-2-pyridyl)methyl]quinazoline-4-carboxamide NC1=NC2=C(C=C(C=C2C(=N1)C(=O)NCC1=NC(=CC=C1)C)Cl)Cl